N(=[N+]=[N-])CCOCCN(S(=O)(=O)C1=C(C=CC=C1)[N+](=O)[O-])C N-(2-(2-Azidoethoxy)ethyl)-N-methyl-2-nitrobenzenesulfonamide